(S)-N-((1S,2S)-2-(benzyloxy)-1-(m-tolyl)propyl)-2-methylpropane-2-sulfinamide C(C1=CC=CC=C1)O[C@H]([C@H](C=1C=C(C=CC1)C)N[S@@](=O)C(C)(C)C)C